C(C)(C)(C)C(C(=O)OCC1(CCC1)CSC1=CC(=C(C=C1)Br)Cl)(CCCCNC(C)=O)NC(C(CCCCNC(=O)OC(C)(C)C)NC(=O)OCC1C2=CC=CC=C2C=2C=CC=CC12)=O (1-((4-bromo-3-chlorophenylthio)methyl)cyclobutyl)methanol tert-butyl-2-(2-((((9H-fluoren-9-yl)methoxy)carbonyl)amino)-6-((tert-butoxycarbonyl)-amino)hexanamido)-6-acetamidohexanoate